Methyl (3S,4R)-3-((tert-butoxycarbonyl)amino)-4-(fluoromethyl)cyclopent-1-ene-1-carboxylate C(C)(C)(C)OC(=O)N[C@H]1C=C(C[C@H]1CF)C(=O)OC